1-(((3S,5R)-5-(hydroxymethyl)-1-(4,4,4-trifluorobutyl)pyrrolidin-3-yl)-1,6-Dihydroimidazo[4,5-d]pyrrolo[2,3-b]pyridin-2-yl)ethanol OC[C@H]1C[C@@H](CN1CCCC(F)(F)F)N1C(=NC=2C1=C1C(=NC2)NC=C1)C(C)O